CC(=O)O[C@H]1C[C@@H](O[C@@H]1CO)N2C=CC(=NC2=O)N 3'-O-acetyl-2'-deoxycytidine